(2-hydroxyethyl)(2-(2,2,2-trifluoroacetamido)ethyl)carbamic acid tert-butyl ester C(C)(C)(C)OC(N(CCNC(C(F)(F)F)=O)CCO)=O